5-[3-{[(1R,4r)-4-(aminomethyl)cyclohexyl]amino}-4-(trifluoromethyl)phenyl]-1,3,4-oxadiazol-2(3H)-one NCC1CCC(CC1)NC=1C=C(C=CC1C(F)(F)F)C1=NNC(O1)=O